The molecule is a 3-oxo Delta(4)-steroid that is the 3-oxo derivative of chola-4,6-dien-24-oic acid. It has a role as a human metabolite. It is a 3-oxo-Delta(4) steroid and a bile acid. It derives from a chola-4,6-dien-24-oic acid. It is a conjugate acid of a 3-oxochola-4,6-dien-24-oate. C[C@H](CCC(=O)O)[C@H]1CC[C@@H]2[C@@]1(CC[C@H]3[C@H]2C=CC4=CC(=O)CC[C@]34C)C